FC(S(=O)(=O)C=1C=CC(=NC1)CC1CC2(CN(C2)C(=O)N2CC3(C2)NC(CC3)=O)C1)(F)F 2-[6-[[5-(trifluoromethylsulfonyl)-2-pyridinyl]methyl]-2-azaspiro[3.3]heptane-2-carbonyl]-2,5-diazaspiro[3.4]octan-6-one